[Cl-].ClC=1N(C=C[N+]1C)C 2-chloro-1,3-dimethyl-imidazolium chloride